3-Allyl-2-methyl-4-oxocyclopent-2-enyl-2,2-dimethyl-3-(2-methylprop-1-enyl)-cyclopropanecarboxylate C(C=C)C1=C(C(CC1=O)OC(=O)C1C(C1C=C(C)C)(C)C)C